1-(2-((4-(tert-butoxycarbonyl)piperazin-1-yl)methyl)-5-(trifluoromethyl)phenoxy)cyclopropane-1-carboxylic acid C(C)(C)(C)OC(=O)N1CCN(CC1)CC1=C(OC2(CC2)C(=O)O)C=C(C=C1)C(F)(F)F